tert-butyl (4-acetylphenyl)carbamate C(C)(=O)C1=CC=C(C=C1)NC(OC(C)(C)C)=O